3-bromo-5-chloro-2-hydroxybenzaldehyde BrC=1C(=C(C=O)C=C(C1)Cl)O